[Si](C1=CC=CC=C1)(C1=CC=CC=C1)(C(C)(C)C)OC1CC(C1)C(=O)N 3-((tert-butyldiphenylsilyl)oxy)cyclobutane-1-carboxamide